4-amino-2-(4-(tert-butyl)piperidin-1-yl)-6-methylpyrimidine-5-carboxylic acid ethyl ester C(C)OC(=O)C=1C(=NC(=NC1C)N1CCC(CC1)C(C)(C)C)N